BrCC=1C(=CC=C2C=CN=CC12)F 8-(bromomethyl)-7-fluoroisoquinoline